4-((tert-butoxycarbonyl)amino)-N-methylbutanamide C(C)(C)(C)OC(=O)NCCCC(=O)NC